4-(4-methoxy-4-methylpiperidin-1-yl)-2-oxo-6-vinyl-1,2-dihydroquinoline-3-carbonitrile COC1(CCN(CC1)C1=C(C(NC2=CC=C(C=C12)C=C)=O)C#N)C